5-methyl-3-(trifluoromethyl)-7,8,9,10-tetrahydro-5H-dipyrazino[1,2-a:2',3'-e]pyrazin-6(6aH)-one CN1C(C2N(C3=C1N=C(C=N3)C(F)(F)F)CCNC2)=O